2-Methyl-1H-benzimidazole-1-methanol CC1=NC2=C(N1CO)C=CC=C2